6-(((3-bromo-2-methyl-5-nitropyridin-4-yl)amino)methyl)pyridine-3-sulfonamide sodium [Na].BrC=1C(=NC=C(C1NCC1=CC=C(C=N1)S(=O)(=O)N)[N+](=O)[O-])C